1-((5-(5-(difluoromethyl)-1,3,4-oxadiazol-2-yl)pyridin-2-yl)methyl)-6-fluoro-3-methyl-5-(pyridin-3-yl)-1,3-dihydro-2H-benzo[d]imidazol-2-one FC(C1=NN=C(O1)C=1C=CC(=NC1)CN1C(N(C2=C1C=C(C(=C2)C=2C=NC=CC2)F)C)=O)F